FC(C(=O)O)(F)F.FC=1C(=NC=CC1C1=NC=C2N1C=CN=C2N2CCC1([C@@H](C=3N(N=CC3)C1)N)CC2)C (S)-1-(3-(3-fluoro-2-methylpyridin-4-yl)imidazo[1,5-a]pyrazin-8-yl)-4'H,6'H-spiro[piperidine-4,5'-pyrrolo[1,2-b]pyrazole]-4'-amine (trifluoroacetate)